CC=1C(=NN(C1)C=1C=NN(C1)COCC[Si](C)(C)C)[N+](=O)[O-] 4-methyl-3-nitro-1'-((2-(trimethylsilyl)ethoxy)methyl)-1'H-1,4'-bipyrazole